ClC1=C(N=C(C=2C(N3[C@@H](COC21)CNCC3)=O)N3[C@H](C[C@@H](C3)N3CCN(CC3)C)C)C3=C(C=CC=C3)F (R)-4-chloro-3-(2-fluorophenyl)-1-((2S,4S)-2-methyl-4-(4-methylpiperazin-1-yl)pyrrolidin-1-yl)-6,6a,7,8,9,10-hexahydro-12H-pyrazino[2,1-c]pyrido[3,4-f][1,4]oxazepin-12-one